4-(furan-3-carbonyl)piperazine O1C=C(C=C1)C(=O)N1CCNCC1